FC(OC1=CC2=C(N=C([Se]2)N)C=C1)(F)F 6-(Trifluoromethoxy)benzo[d][1,3]selenazol-2-amine